BrC1=CC=C(C=C1)[C@]12[C@](C3=C(C=NC=C3OC)O1)([C@@H]([C@@H]([C@H]2C2=CC=CC=C2)C(=O)N(CC(F)(F)F)C)O)O |r| Rac-(4bS,5R,6R,7S,7aR)-7a-(4-bromophenyl)-4b,5-dihydroxy-4-methoxy-N-methyl-7-phenyl-N-(2,2,2-trifluoroethyl)-4b,6,7,7a-tetrahydro-5H-cyclopenta[4,5]furo[2,3-c]pyridine-6-carboxamide